1-(4-((4-((4-((5-amino-1-(3-methylthiophene-2-carbonyl)-1H-1,2,4-triazol-3-yl)amino)phenyl)sulfonyl)piperazin-1-yl)methyl)-3-fluorophenyl)dihydropyrimidine-2,4(1H,3H)-dione NC1=NC(=NN1C(=O)C=1SC=CC1C)NC1=CC=C(C=C1)S(=O)(=O)N1CCN(CC1)CC1=C(C=C(C=C1)N1C(NC(CC1)=O)=O)F